1-(2-Chloro-5-(2-oxo-2-(4-(piperazin-1-ylmethyl)piperidin-1-yl)ethoxy)phenyl)dihydropyrimidine ClC1=C(C=C(C=C1)OCC(N1CCC(CC1)CN1CCNCC1)=O)N1CNCC=C1